ClC1=C(C=C(C=C1)NC(=O)C1=CC=C(OC2=CC(=NC=C2)C(=O)NC)C=C1)C(F)(F)F 4-[4-[[4-chloro-3-(trifluoromethyl)phenyl]carbamoyl]phenoxy]-N-methylpyridin-2-carboxamide